CC1(C(C1)CC1C(C2(CC2C1)C)(C)C)CO 1-Methyl-2-[(1,2,2-trimethylbicyclo-[3.1.0]-hex-3-yl)methyl]cyclopropanmethanol